1-(2-(5-bromopentyloxy)-4-methoxy-5-morpholinomethylphenyl)ethan-1-one BrCCCCCOC1=C(C=C(C(=C1)OC)CN1CCOCC1)C(C)=O